2-Fluoroethyl (5-(6,7-difluoro-4-oxo-3,4-dihydrophthalazin-1-yl)-1H-benzimidazol-2-yl)carbamate FC=1C=C2C(NN=C(C2=CC1F)C1=CC2=C(NC(=N2)NC(OCCF)=O)C=C1)=O